N-((R)-1-(6-chloropyridin-3-yl)ethyl)-4,5-dihydro-1H-pyrazol-1-carboxamide ClC1=CC=C(C=N1)[C@@H](C)NC(=O)N1N=CCC1